3-(6-methoxy-7-(2-(3-oxopiperazin-1-yl)ethylamino)quinazolin-4-yloxy)-4-methyl-N-(3-(trifluoromethyl)phenyl)benzamide COC=1C=C2C(=NC=NC2=CC1NCCN1CC(NCC1)=O)OC=1C=C(C(=O)NC2=CC(=CC=C2)C(F)(F)F)C=CC1C